FC1(C(CNC1)NC(=O)N1[C@H](C2=CC=CC=C2CC1)C1=CC=C(C=C1)F)F (1S)-N-(4,4-difluoropyrrolidin-3-yl)-1-(4-fluorophenyl)-3,4-dihydroisoquinoline-2(1H)-carboxamide